Pyrimido[4,5-d]Pyridazin-5(6H)-one N1=CN=CC2=C1C=NNC2=O